2-Methyl-5-(5-(4-morpholinopiperidin-1-yl)pent-1-yn-1-yl)-4-oxoquinazoline CC1=NC2=CC=CC(=C2C(N1)=O)C#CCCCN1CCC(CC1)N1CCOCC1